C(C)(=O)C1=C(C=CC=C1)NC(CCC(=O)NC=1C=CC=C2C=CC=NC12)CC1=CC=CC=C1 4-((2-acetylphenyl)amino)-5-phenyl-N-(quinolin-8-yl)valeramide